2,2-bis(methoxy-methyl)-6-[3-(pyridin-3-yl)-1,2,4-oxadiazol-5-yl]-3,4-dihydro-2H-1-benzopyran-4-one COCC1(OC2=C(C(C1)=O)C=C(C=C2)C2=NC(=NO2)C=2C=NC=CC2)COC